BrC1=C(C=C(C(=O)N2CC=3N(CC2)C(N(C3C(=O)N[C@H](C)C3=CC=CC=C3)C3=CC=C(C=C3)OC)=O)C=C1)Cl |r| 7-(4-bromo-3-chloro-benzoyl)-2-(4-methoxyphenyl)-3-oxo-N-[rac-(1R)-1-phenylethyl]-6,8-dihydro-5H-imidazo[1,5-a]pyrazine-1-carboxamide